C1(=CC(=CC(=C1)C)C)C=1OC=2N=C3N(C(C2N1)=O)CCCC3 2-(3,5-xylyl)-5,6,7,8-tetrahydro-10H-oxazolo[5,4-d]pyrido[1,2-a]pyrimidin-10-one